ClC=1C(=NC(=NC1)C=1C2=C(N(N=C2C=C(C1)N)C)N1CCC(CC1)N1CC2CCC(C1)N2C)C=2C=NN(C2)S(=O)(=O)C2CC2 (5-chloro-4-(1-(cyclopropanesulfonyl)-1H-pyrazol-4-yl)pyrimidin-2-yl)-2-methyl-3-(4-(8-methyl-3,8-diazabicyclo[3.2.1]oct-3-yl)piperidin-1-yl)-2H-indazol-6-amine